silver 2,6-dimethylbenzoate CC1=C(C(=O)[O-])C(=CC=C1)C.[Ag+]